2-(((1R)-1-(2-cyano-7-methyl-3-(7-methyl-6-oxo-2,7-diazaspiro[4.4]-nonan-2-yl)quinoxalin-5-yl)ethyl)-amino)benzoic acid C(#N)C1=NC2=CC(=CC(=C2N=C1N1CC2(CC1)C(N(CC2)C)=O)[C@@H](C)NC2=C(C(=O)O)C=CC=C2)C